C1(=CC=CC=C1)C1=C2C=CC=CC2=C(C2=CC=CC=C12)B(O)O (10-phenylanthracen-9-yl)boronic acid